OC1=CC=C2C3(CC=4C(=NOC4C2=C1)N(S(=O)(=O)C=1C(=NC=CC1OC)OC)CC[Si](C)(C)C)CC3 N-(8'-hydroxy-4'H-spiro[cyclopropane-1,5'-naphtho[2,1-d]isoxazol]-3'-yl)-2,4-dimethoxy-N-(2-(trimethylsilyl)ethyl)pyridine-3-sulfonamide